benzyl N-(tert-butoxycarbonyl)-S-(((R)-2,2-dimethyl-1,3-dioxolan-4-yl)methyl)-L-cysteinate C(C)(C)(C)OC(=O)N[C@@H](CSC[C@@H]1OC(OC1)(C)C)C(=O)OCC1=CC=CC=C1